(R)-(-)-(2,2-dimethyl-1,3-dioxolan-4-yl)methylamine CC1(OC[C@H](O1)CN)C